C(C1=CC=CC=C1)C1=NN=C(S1)C(=O)N[C@H]1[C@@H]2[C@H](C3=C(N(C1=O)C)N=CC=N3)C2 5-benzyl-N-((7S,7aS,8aR)-5-methyl-6-oxo-5,6,7,7a,8,8a-hexahydrocyclopropa[d]pyrazino[2,3-b]azepin-7-yl)-1,3,4-thiadiazole-2-carboxamide